3-[(2,4-difluorobenzyl)sulfanyl]-5-propyl[1,2,4]triazolo[4,3-a]pyrimidin-7(8H)-one FC1=C(CSC2=NN=C3N2C(=CC(N3)=O)CCC)C=CC(=C1)F